N-((1S,2S)-1-(4,4-dibenzyl-4,5-dihydrooxazol-2-yl)-2-methylbutyl)acetamide C(C1=CC=CC=C1)C1(N=C(OC1)[C@H]([C@H](CC)C)NC(C)=O)CC1=CC=CC=C1